2-(4-((3R,4S)-7-hydroxy-3-phenylchroman-4-yl)phenyl)-2-azaspiro[3.5]nonane-7-carbaldehyde OC1=CC=C2[C@@H]([C@@H](COC2=C1)C1=CC=CC=C1)C1=CC=C(C=C1)N1CC2(C1)CCC(CC2)C=O